quinuclidin-3-yl (2-(4'-(2-benzyloxyethyl)-[1,1-biphenyl]-4-yl)propan-2-yl)carbamate C(C1=CC=CC=C1)OCCC1=CC=C(C=C1)C1=CC=C(C=C1)C(C)(C)NC(OC1CN2CCC1CC2)=O